C(C1=CC=CC=C1)OC(=O)[C@H]1N([C@@H]2CC([C@H]1C2)=O)C(=O)O (1s,3s,4s)-5-oxo-2-azabicyclo[2.2.1]heptane-2,3-dicarboxylic acid 3-benzyl ester